C1(=CC=CC=C1)P(C1=C(C=CC=C1N1CCOCC1)N1CCOCC1)C1=CC=CC=C1 4,4'-(2-(diphenylphosphino)-1,3-phenylene)dimorpholine